(R)-8-chloro-4-((3-chloro-4-fluorophenyl)amino)-6-(((1-(piperidin-4-yl)-1H-1,2,3-triazol-4-yl)(thiazol-5-yl)methyl)amino)quinoline-3-carbonitrile ClC=1C=C(C=C2C(=C(C=NC12)C#N)NC1=CC(=C(C=C1)F)Cl)N[C@@H](C1=CN=CS1)C=1N=NN(C1)C1CCNCC1